ClC=1C(=NC(=NC1)NC1CCOCC1)C1=CC=C2CN(C(C2=C1)=O)CC(=O)NC(C)(C)C1=CC(=CC=C1)C#N 2-(6-{5-chloro-2-[(oxan-4-yl)amino]pyrimidin-4-yl}-1-oxo-2,3-dihydro-1H-isoindol-2-yl)-N-[2-(3-cyanophenyl)propan-2-yl]acetamide